(5-(2-((tert-butyldimethylsilyl)oxy)ethoxy)pyridin-3-yl)methyl mercaptan [Si](C)(C)(C(C)(C)C)OCCOC=1C=C(C=NC1)CS